2,6-Dimethyl-1-indanamin CC1C(C2=CC(=CC=C2C1)C)N